dodecyldimethyl(3-trimethoxysilylpropyl)ammonium chloride [Cl-].C(CCCCCCCCCCC)[N+](CCC[Si](OC)(OC)OC)(C)C